N[C@@H](/C(=C/CO)/F)C (R,Z)-4-amino-3-fluoropent-2-en-1-ol